o-anisylcyanide C(C=1C(=CC=CC1)OC)C#N